((((2R,3S,4R,5R)-5-(6-chloro-4-((((R)-tetrahydrofuran-2-yl)methyl)amino)-1H-pyrazolo[3,4-d]pyrimidin-1-yl)-3,4-dihydroxytetrahydrofuran-2-yl)methoxy)methyl)phosphonic acid ClC1=NC(=C2C(=N1)N(N=C2)[C@H]2[C@@H]([C@@H]([C@H](O2)COCP(O)(O)=O)O)O)NC[C@@H]2OCCC2